FC1=C(OCC(=O)O)C=C(C(=C1)CC1=CC(=C(C=C1)O)C(C)C)C(C)C 2-(2-fluoro-4-(4-hydroxy-3-isopropylbenzyl)-5-isopropylphenoxy)acetic acid